(1S,2S,5R)-N-(2-bromophenethyl)-1-hydroxy-2-isopropyl-5-methylcyclohexane-1-carboxamide BrC1=C(CCNC(=O)[C@]2([C@@H](CC[C@H](C2)C)C(C)C)O)C=CC=C1